1,2,3-cyclopropanetriylidenetris[2,6-dichloro-3,5-difluoro-4-(trifluoromethyl)benzeneacetonitrile] C1(C(C1=C(C#N)C1=C(C(=C(C(=C1Cl)F)C(F)(F)F)F)Cl)=C(C#N)C1=C(C(=C(C(=C1Cl)F)C(F)(F)F)F)Cl)=C(C#N)C1=C(C(=C(C(=C1Cl)F)C(F)(F)F)F)Cl